(1S,2R,5S)-2-isopropyl-5-methylcyclohexyl-4-cyclopropylbenzoate C(C)(C)[C@@H]1[C@H](C[C@H](CC1)C)OC(C1=CC=C(C=C1)C1CC1)=O